heptadecan-9-yl 8-((3-((4-(methylamino)-1,2,5-thiadiazol-3-yl)amino)propyl)(8-oxo-8-(undecan-3-yloxy)octyl)amino)octanoate CNC=1C(=NSN1)NCCCN(CCCCCCCC(=O)OC(CCCCCCCC)CCCCCCCC)CCCCCCCC(OC(CC)CCCCCCCC)=O